gamma-(beta-aminoethyl)aminopropyl-trimethoxysilane NCCNCCC[Si](OC)(OC)OC